6-methoxy-2-(3-methylmorpholino)-N-((2-(trifluoromethyl)pyridin-3-yl)methyl)pyrido[2,3-d]pyrimidin-4-amine COC1=CC2=C(N=C(N=C2NCC=2C(=NC=CC2)C(F)(F)F)N2C(COCC2)C)N=C1